5-methyl-2-oxo-1,4-dihydroquinazoline-7-carboxylic acid CC1=C2CNC(NC2=CC(=C1)C(=O)O)=O